NCC(=O)C(C=O)CCC=O glycyl-glutaraldehyde